4-(((3R,4R)-1-(2,2-difluoroethyl)-3-(1-methyl-1H-pyrazol-4-yl)piperidin-4-yl)methyl)-5,7-dimethyl-1H-indole FC(CN1C[C@H]([C@@H](CC1)CC1=C2C=CNC2=C(C=C1C)C)C=1C=NN(C1)C)F